3-(1-methyl-7-((r,5s)-8-(piperidin-4-ylmethyl)-8-azabicyclo[3.2.1]octan-3-yl)-1H-indazol-3-yl)piperidine-2,6-dione CN1N=C(C2=CC=CC(=C12)C1C[C@H]2CC[C@@H](C1)N2CC2CCNCC2)C2C(NC(CC2)=O)=O